Methyl (2R,3S)-3-fluoro-4-oxo-1-(9-phenyl-9H-fluoren-9-yl)pyrrolidine-2-carboxylate F[C@H]1[C@H](N(CC1=O)C1(C2=CC=CC=C2C=2C=CC=CC12)C1=CC=CC=C1)C(=O)OC